OC1C2(OC(C1OC2)N2C(N=C(C(=C2)C)NC(C2=CC=CC=C2)=O)=O)CO N-{1-[7-hydroxy-1-(hydroxymethyl)-2,5-dioxabicyclo[2.2.1]hept-3-yl]-5-methyl-2-oxo-1,2-dihydropyrimidin-4-yl}benzamide